C(C)N1C(C(=C(C(=C1)C)O)[N+](=O)[O-])=O 1-ethyl-4-hydroxy-5-methyl-3-nitropyridin-2(1H)-one